2,3-diethyl-4-propoxyphenol C(C)C1=C(C=CC(=C1CC)OCCC)O